C\C(=C/CC1=C(C=C(C(=C1O)CCC)CCC)O)\CCC=C(C)C 2-[(2E)-3,7-Dimethylocta-2,6-dienyl]-4,5-dipropylbenzene-1,3-diol